3,5-diacetoxybenzyl alcohol acetate hydrochloride Cl.C(C)(=O)OCC1=CC(=CC(=C1)OC(C)=O)OC(C)=O